C(CS)(=O)OC(C)(C)C tert-Butyl thioglycolate